N-(6-amino-5-ethylpyridin-3-yl)-2-(2-(7'-fluoro-2'-oxospiro[cyclopropane-1,3'-indolin]-5'-yl)-5-methylpiperidin-1-yl)-2-oxoacetamide NC1=C(C=C(C=N1)NC(C(=O)N1C(CCC(C1)C)C=1C=C2C3(C(NC2=C(C1)F)=O)CC3)=O)CC